1-{2-fluoro-3-methyl-5-[(2R)-2-methylmorpholin-4-yl]phenyl}-4-methyl-3-{[1-(propan-2-yl)-1H-pyrazol-4-yl]methyl}-1,3-dihydro-2H-imidazol-2-one FC1=C(C=C(C=C1C)N1C[C@H](OCC1)C)N1C(N(C(=C1)C)CC=1C=NN(C1)C(C)C)=O